4-methylpiperazin-1-ethanone CN1CCN(CC1)CC=O